tert-butyl 2-(3-fluoro-4-(7-((tetrahydro-2H-pyran-4-yl)carbamoyl)benzo[d]imidazo[2,1-b]thiazol-2-yl)phenyl)morpholine-4-carboxylate FC=1C=C(C=CC1C=1N=C2SC3=C(N2C1)C=CC(=C3)C(NC3CCOCC3)=O)C3CN(CCO3)C(=O)OC(C)(C)C